2-(azepan-1-yl)-N-(5-methyl-3-pyridinyl)-5-(trifluoromethyl)pyridine-3-carboxamide N1(CCCCCC1)C1=NC=C(C=C1C(=O)NC=1C=NC=C(C1)C)C(F)(F)F